2-[(2,3-dihydro-1H-inden-2-yl)amino]-N-(3-oxo-3-{1H,4H,5H,6H,7H-[1,2,3]triazolo[4,5-c]pyridin-5-yl}propyl)pyrimidine-5-carboxamide C1C(CC2=CC=CC=C12)NC1=NC=C(C=N1)C(=O)NCCC(N1CC2=C(CC1)NN=N2)=O